C(C)C(CCCCC)C(CCCCCCCCC)C(CCCCC)CC di(ethylhexyl)decane